ClC1=C(C=C(C=C1)N1CC(C2=NC(=CC=C21)C(=O)NCC(C)(C)O)(C)C)F 1-(4-chloro-3-fluorophenyl)-N-(2-hydroxy-2-methylpropyl)-3,3-dimethyl-2,3-dihydro-1H-pyrrolo[3,2-b]pyridine-5-carboxamide